8-Methyl-2-(pyrimidin-2-ylmethyl)-N-[(2S)-tetrahydrofuran-2-ylmethyl]-4,5-dihydro-2H-furo[2,3-g]indazol-7-carboxamid CC1=C(OC=2CCC3=CN(N=C3C21)CC2=NC=CC=N2)C(=O)NC[C@H]2OCCC2